2-(4-((1-(2,3-dioxo-1,2,3,4-tetrahydroquinoxaline-6-carbonyl)indolin-5-yl)sulfonyl)piperazin-1-yl)-6-methylpyrimidine-4-carbonitrile O=C1NC2=CC=C(C=C2NC1=O)C(=O)N1CCC2=CC(=CC=C12)S(=O)(=O)N1CCN(CC1)C1=NC(=CC(=N1)C#N)C